FC1=NC=C(C=C1C=1C=CC(=C(C1)NC1=NC=NC2=CC(=C(C=C12)OC1CCN(CC1)C(C=C)=O)OC)OC)F 1-(4-((4-((5-(2,5-difluoropyridin-3-yl)-2-methoxyphenyl)amino)-7-methoxy-quinazolin-6-yl)oxy)piperidin-1-yl)prop-2-en-1-one